(R)-1-(2-(1-(benzyloxy)-3-fluoropropan-2-yloxy)-5-bromophenyl)propan-1-one C(C1=CC=CC=C1)OC[C@H](CF)OC1=C(C=C(C=C1)Br)C(CC)=O